4-(isopropylamino)-6-(1H-pyrazol-4-yl)-1,5-naphthyridine-3-carboxamide C(C)(C)NC1=C(C=NC2=CC=C(N=C12)C=1C=NNC1)C(=O)N